(Z)-3-fluoro-3-(8-((4-methoxybenzyl)oxy)-1,4-dioxaspiro[4.5]dec-8-yl)acrolein F\C(=C/C=O)\C1(CCC2(OCCO2)CC1)OCC1=CC=C(C=C1)OC